7H-[1,2,3]triazolo[4,5-b]pyridin N=1N=NC2=NC=CCC21